4-(1H-pyrazol-3-yl)morpholine N1N=C(C=C1)N1CCOCC1